C(C)(C)C1=C(CN(C2=CC=C(C=C12)N1CCN(CC1)C)C)C (R)-4-isopropyl-1,3-dimethyl-6-(4-methylpiperazin-1-yl)quinolin